NC(=O)C1=CC=CC2=CN(N=C12)C1=CC=C(CN2CCC3(CNC3)CC2)C=C1 7-{4-[7-(aminocarbonyl)-2H-indazol-2-yl]benzyl}-2,7-diazaspiro[3.5]nonane